BrC1=CC(=C(C(=O)OC)C=C1)C(=C)C#N methyl 4-bromo-2-(1-cyanovinyl)benzoate